C(C)ONC(C1=CN=CC=C1NC1=C(C(=CC(=C1)F)C1=NC=C(C=N1)C)OC)=O N-ethoxy-4-((5-fluoro-2-(methoxy)-3-(5-methylpyrimidin-2-yl)phenyl)amino)nicotinamide